C1(CCC1)N1C(C2=C(CCC1)C(=CN2)C2=NC(=NC=C2C(F)(F)F)NC2CNC(CC2)(C)C)=O 7-cyclobutyl-3-{2-[(6,6-dimethylpiperidin-3-yl)amino]-5-(trifluoromethyl)pyrimidin-4-yl}-1H,4H,5H,6H,7H,8H-pyrrolo[2,3-c]azepin-8-one